C1(=CC(=CC=C1)C[C@@H]1N(CC[C@@H]1NS(=O)(=O)C)C(=O)C1C(C1)(C)C)C1=CC=CC=C1 N-(cis-2-(biphenyl-3-ylmethyl)-1-((2,2-dimethylcyclopropyl)carbonyl)pyrrolidin-3-yl)methanesulfonamide